(RS)-1-[8-(2-hydroxyethyl)-8H-imidazo[4',5':5,6]benz[1,2-d]thiazol-2-yl]-5-(prop-1-yn-1-yl)imidazolidin-2-one OCCN1C=NC=2C=CC3=C(N=C(S3)N3C(NC[C@H]3C#CC)=O)C21 |r|